BrC1=CC=C(C2=C1N=C(S2)C)C(=O)N[C@H]2[C@H]1CC[C@@H](C2)N1C#N 4-bromo-N-((1R,2R,4S)-7-cyano-7-azabicyclo[2.2.1]heptan-2-yl)-2-methylbenzo[d]thiazole-7-carboxamide